C(C)(C)(C)OC(=O)NC1=C(C=C(C(=O)OC(C)(C)C)C=C1)[N+](=O)[O-] tert-Butyl 4-(tert-butoxycarbonylamino)-3-nitrobenzoate